L-6-benzyladenine C(C1=CC=CC=C1)C1(C2=NC=NC2=NC=N1)N